Tert-butyl (3-(4-(oxazol-2-ylcarbamoyl)pyridin-2-yl)phenyl)carbamate O1C(=NC=C1)NC(=O)C1=CC(=NC=C1)C=1C=C(C=CC1)NC(OC(C)(C)C)=O